7-chloro-2-[[(3S,5S)-3,5-dimethylmorpholin-4-yl]methyl]-1-isopropyl-3-methyl-quinolin-4-one ClC1=CC=C2C(C(=C(N(C2=C1)C(C)C)CN1[C@H](COC[C@@H]1C)C)C)=O